(R)-2-bromo-6-(3-methoxytetrahydrofuran-3-yl)-4-methylpyridine BrC1=NC(=CC(=C1)C)[C@]1(COCC1)OC